FC=1C(=NC=C(C1)F)CNC(=O)C1=CN=C(S1)N1CCC(CC1)N1CC2=CC(=CC=C2CC1)C N-[(3,5-difluoropyridin-2-yl)methyl]-2-[4-(7-methyl-3,4-dihydroisoquinolin-2(1H)-yl)piperidin-1-yl]-1,3-thiazole-5-carboxamide